(ethoxymethyl)-dimethylethylamine acetate C(C)(=O)O.C(C)OCC(C)N(C)C